1-((1-methylcyclohexyl)methyl)-1H-pyrazole CC1(CCCCC1)CN1N=CC=C1